FC(C1=CC=C(C=C1)S(=O)(=O)C12CC(C1)(C2)C2CNC2)(F)F 3-[3-[4-(trifluoromethyl)phenyl]sulfonyl-1-bicyclo[1.1.1]pentanyl]azetidine